[Cl-].[Cl-].C[Zr](C1C=C(C=C1)CC(C)(C)C)(C1C=CC=2C3=C(C=CC12)C=CC=C3)([SiH3])([SiH3])(C)(C)C Tetramethyldisilyl-(benzo[e]inden-3-yl)(3-neopentyl-cyclopentadienyl)zirconium dichloride